COC(=O)[C@H]1NCCN(C1)C=1O[C@H]([C@@H](N1)C)C1=CC=CC=C1.C(C)(C)NC(=C(NC(C)C)NC(C)C)[SiH3] tri(isopropylamino)vinylsilane Methyl-(S)-4-((4S,5S)-4-methyl-5-phenyl-4,5-dihydrooxazol-2-yl)piperazine-2-carboxylate